(1R,2R,3R,4S)-3-benzyl-3-ethylbicyclo[2.2.1]heptan-2-amine C(C1=CC=CC=C1)[C@]1([C@@H]([C@@H]2CC[C@H]1C2)N)CC